C(C)NNC(=O)[O-] 2-ethylhydrazinecarboxylate